Tris(2,4,6-trimethoxyphenyl)phosphonium COC1=C(C(=CC(=C1)OC)OC)[PH+](C1=C(C=C(C=C1OC)OC)OC)C1=C(C=C(C=C1OC)OC)OC